N-(4-(bicyclo[1.1.1]pentan-1-yl)piperidin-4-yl)-4-(trifluoromethoxy)benzenesulfonamide C12(CC(C1)C2)C2(CCNCC2)NS(=O)(=O)C2=CC=C(C=C2)OC(F)(F)F